CC1=C(C=CC=C1COC1=C(C=C(C(=N1)OC)CNCC=1N=NNC1)Cl)C1=C(C(=CC=C1)COC1=C(C=C(C(=N1)OC)CNCC=1N=NNC1)Cl)C 1,1'-((((2,2'-dimethyl-[1,1'-biphenyl]-3,3'-diyl)bis(methylene))bis(oxy))bis(5-chloro-2-methoxypyridine-6,3-diyl))bis(N-((1H-1,2,3-triazol-4-yl)methyl)methanamine)